(±)-3-((3-(piperidin-4-yl)phenyl)amino)piperidine-2,6-dione N1CCC(CC1)C=1C=C(C=CC1)N[C@H]1C(NC(CC1)=O)=O |r|